NC1=NC=C(C=2C1=CN(N2)C2OCCCC2)NC(=O)C(=O)N(CC2=C(C=C(C=C2)C(C(F)(F)F)(F)F)C)CC N-(4-amino-2-tetrahydropyran-2-yl-pyrazolo[4,3-c]pyridin-7-yl)-N'-ethyl-N'-[[2-methyl-4-(1,1,2,2,2-pentafluoroethyl)phenyl]methyl]oxamide